Cl.N1(CCOCC1)CCNC(=O)C1=C(N=C(S1)C1=CC(=C(C=C1)O)C#N)C N-(2-(4-morpholinyl)ethyl)-2-(3-cyano-4-hydroxyphenyl)-4-methylthiazole-5-carboxamide hydrochloride